cyclobutylmethane-d2-amine hydrochloride Cl.C1(CCC1)C(N)([2H])[2H]